N-(1-(7-Fluoro-2-hydroxyquinolin-4-yl)cyclopropyl)-2-methyl-5-((1-methylazetidin-2-yl)methoxy)benzamide FC1=CC=C2C(=CC(=NC2=C1)O)C1(CC1)NC(C1=C(C=CC(=C1)OCC1N(CC1)C)C)=O